COCC1=CC=CC(=N1)C(=O)O 6-(methoxymethyl)pyridine-2-carboxylic acid